2-(2,6-dioxopiperidin-3-yl)-5-(3-(4-(5-methoxy-2-(1-methyl-1H-pyrazole-4-yl)-4-nitrophenyl)piperazine-1-yl)azetidine-1-yl)isoindoline-1,3-dione O=C1NC(CCC1N1C(C2=CC=C(C=C2C1=O)N1CC(C1)N1CCN(CC1)C1=C(C=C(C(=C1)OC)[N+](=O)[O-])C=1C=NN(C1)C)=O)=O